3,5-difluorophenyl-(phenyl)carbamoyl chloride FC=1C=C(C=C(C1)F)N(C(=O)Cl)C1=CC=CC=C1